(2S)-2-((benzyloxy) methyl)-1,3-dioxolan-4-yl acetate C(C)(=O)OC1O[C@H](OC1)COCC1=CC=CC=C1